2-Amino-6-(cyanomethyl)-6-((difluoromethoxy)methyl)-7-oxo-4,5,6,7-tetrahydrobenzo[b]thiophene-3-carboxamide NC1=C(C2=C(S1)C(C(CC2)(COC(F)F)CC#N)=O)C(=O)N